1-(4-methoxybenzyl)-4-(5-methyloxazol-2-yl)-1,3-dihydro-2H-benzo[b]azepin-2-one COC1=CC=C(CN2C3=C(C=C(CC2=O)C=2OC(=CN2)C)C=CC=C3)C=C1